(6-chloro-1-methyl-pyrrolo[3,2-b]pyridin-2-yl)-2-methoxy-benzonitrile ClC=1C=C2C(=NC1)C=C(N2C)C=2C(=C(C#N)C=CC2)OC